C(C1=CC=CC=C1)N1CC(CC1)N(CC1=CC(=CC=C1)CNCC1=NC=CC=C1)CC1=NC=CC=C1 N-[1-(benzyl)-3-pyrrolidinyl]-N,N'-bis(2-pyridylmethyl)-1,3-xylylenediamine